6-chloro-4-oxo-4H-chromene-2-carboxylic acid methyl ester COC(=O)C=1OC2=CC=C(C=C2C(C1)=O)Cl